[4-(aminomethyl)-1-piperidyl]-[4-[[3-[2,3-difluoro-4-(2-pyridylmethoxy)phenyl]imidazo[1,2-a]pyrazin-8-yl]amino]-2-methylphenyl]methanone NCC1CCN(CC1)C(=O)C1=C(C=C(C=C1)NC=1C=2N(C=CN1)C(=CN2)C2=C(C(=C(C=C2)OCC2=NC=CC=C2)F)F)C